Bis(3-(((S)-1-amino-3-(1H-indol-3-yl)-1-oxopropan-2-yl)amino)-2-benzyl-3-oxopropyl)phosphinic acid NC([C@H](CC1=CNC2=CC=CC=C12)NC(C(CP(O)(=O)CC(C(N[C@H](C(N)=O)CC1=CNC2=CC=CC=C12)=O)CC1=CC=CC=C1)CC1=CC=CC=C1)=O)=O